C(CCC(CC)C(=O)O)C(=O)O 1,4-hexylenedicarboxylic acid